2-methoxy-5-[[2-[5-methyl-2-(2-methyl-1,3-benzothiazol-5-yl)-1-piperidyl]-2-oxo-acetyl]amino]pyridine-3-carboxamide COC1=NC=C(C=C1C(=O)N)NC(C(=O)N1C(CCC(C1)C)C=1C=CC2=C(N=C(S2)C)C1)=O